(S)-1-(3-(4-(5-(2,3-Dihydro-1H-inden-4-yl)-6-methoxy-1H-pyrazolo[4,3-b]pyridin-3-yl)-1H-pyrazol-1-yl)azetidin-1-yl)-2-(dimethylamino)propan-1-one C1CCC2=C(C=CC=C12)C1=C(C=C2C(=N1)C(=NN2)C=2C=NN(C2)C2CN(C2)C([C@H](C)N(C)C)=O)OC